ClC=1C=C2C(=NC1)NC=C2C2=CC=1N(C=C2)N=CC1C(=O)N1CCCCC1 (5-(5-chloro-1H-pyrrolo[2,3-b]pyridin-3-yl)pyrazolo[1,5-a]pyridin-3-yl)(piperidin-1-yl)methanone